COC1=NC=CC=C1C1=C2N(C(=NC1=O)NC)C=CC(=C2)C(F)(F)F (2-methoxypyridin-3-yl)-1-(methylamino)-6-(trifluoromethyl)-3H-pyrido[1,2-c]Pyrimidin-3-one